(2-Cyclopropoxypyridin-4-yl)bicyclo[4.2.0]oct-1(6),2,4-trien-2-amine C1(CC1)OC1=NC=CC(=C1)C1=C(C=2CCC2C=C1)N